C(CCC=C)C1(CCC2=CC=CC3=CC=CC1=C23)C(C#N)C#N 2-(1-(Pent-4-en-1-yl)-2,3-dihydro-1H-phenalen-1-yl)malononitrile